ClC1=NC(=C2N=CN(C2=N1)[C@@H]1O[C@@H]([C@H]([C@H]1O)O)CO)N1CC2(CCOCC2)C2=CC=CC=C12 (2R,3R,4S,5R)-2-(2-chloro-6-spiro[indoline-3,4'-tetrahydropyran]-1-ylpurin-9-yl)-5-(hydroxymethyl)tetrahydrofuran-3,4-diol